(rac)-(2s,4s)-2-(1-(4-Phenoxyphenyl)-3-azabicyclo[3.1.0]hexan-3-carbonyl)-7-oxa-5-azaspiro[3.4]octan-6-on O(C1=CC=CC=C1)C1=CC=C(C=C1)C12CN(CC2C1)C(=O)C1CC2(C1)NC(OC2)=O